CC1(C(N2C(C=3C=CC=CC13)=NC1=C2C=CC=C1)=O)C[Si](C1=CC=CC=C1)(C1=CC=CC=C1)C1=CC=CC=C1 5-methyl-5-((triphenylsilyl)methyl)benzo[4,5]imidazo[2,1-a]isoquinolin-6(5H)-one